C1CC1 r-cyclopropane